ClC=1C(=CC2=CN(N=C2C1)C)\N=C\1/NC(N(C(N1CC1=C(C=C(C(=C1)F)F)F)=O)CC1=NN(C=N1)C)=O (6E)-6-[(6-chloro-2-methyl-2H-indazol-5-yl)imino]-3-[(1-methyl-1H-1,2,4-triazol-3-yl)methyl]-1-[(2,4,5-trifluorophenyl)methyl]-1,3,5-triazin-2,4-dione